ClC=1C=C2C=3C=C(C=C(C3NC2=CC1)CCNC(=N)N)NC=1C=NC(=C(C1)Cl)Cl 1-(2-(6-Chloro-3-((5,6-dichloropyridin-3-yl)amino)-9H-carbazol-1-yl)ethyl)guanidine